COC(=O)[C@H]1OC2(O[C@@H]1C1=C(C=CC=C1)[N+](=O)[O-])CCCCC2 (2S,3R)-methyl-3-(2-nitrophenyl)-1,4-dioxaspiro[4.5]decane-2-carboxylate